CN(C[C@H](C1=CC(=CC=C1)I)N1C(C=C(C=C1)C1=CNC2=NC=C(C=C21)N2CCOCC2)=O)C (S)-1-(2-(dimethylamino)-1-(3-iodophenyl)ethyl)-4-(5-morpholino-1H-pyrrolo[2,3-b]pyridin-3-yl)pyridin-2(1H)-one